4,4,4-trifluoro-N-[(1S)-2-[[(7S)-5-(2-hydroxyethyl)-6-oxo-7H-pyrido[2,3-d][3]benzoazepin-7-yl]amino]-1-methyl-2-oxo-ethyl]butanamide FC(CCC(=O)N[C@H](C(=O)N[C@@H]1C(N(C2=C(C3=C1C=CC=C3)C=CC=N2)CCO)=O)C)(F)F